(6aR)-8-acryloyl-3-(3,6-difluoro-2-hydroxyphenyl)-4-fluoro-1-((R)-4-hydroxy-2,2-dimethylpyrrolidin-1-yl)-6,6a,7,8,9,10-hexahydro-12H-pyrazino[2,1-c]pyrido[3,4-f][1,4]oxazepin-12-one C(C=C)(=O)N1C[C@@H]2COC3=C(C(N2CC1)=O)C(=NC(=C3F)C3=C(C(=CC=C3F)F)O)N3C(C[C@H](C3)O)(C)C